C(C#CC)OC1=C(SC=C1)CC(CC1(CCOC2(CCCC2)C1)C1=NC=CC=C1)N ((3-(but-2-yn-1-yloxy)thiophen-2-yl)methyl)-2-(9-(pyridin-2-yl)-6-oxaspiro[4.5]decan-9-yl)ethanamine